1-[2-hydroxy-5-(trifluoromethyl)phenyl]propan-1-one OC1=C(C=C(C=C1)C(F)(F)F)C(CC)=O